vinyl alcohol iodine [I].C(=C)O